FC1=C(OC2CCN(CC2)C2=NC(=NC=C2NC(C2=C(N=CC=C2)OC)=O)C)C=CC(=C1)F N-(4-(4-(2,4-difluorophenoxy)piperidin-1-yl)-2-methylpyrimidin-5-yl)-2-methoxynicotinamide